FC(C(=O)O)(F)F.C(#N)CC(N1N=CC(=C1)C=1C2=C(N=CN1)NC=C2)C=2C=C(C(=O)NC1=CC=C(C=C1)OC(F)(F)F)C=CC2 3-{2-cyano-1-[4-(7H-pyrrolo-[2,3-d]pyrimidin-4-yl)-1H-pyrazol-1-yl]ethyl}-N-[4-(trifluoromethoxy)phenyl]-benzamide trifluoroacetate